N1CC(CCC1)C1=C(C(=O)O)C=CC=C1 2-(piperidin-3-yl)benzoic acid